N-(cyanomethyl)-4-(3,8,9,10-tetrahydrocyclopenta[c]pyrazolo[4,3-f]quinolin-7-yl)benzamide C(#N)CNC(C1=CC=C(C=C1)C1=NC2=CC=C3C(=C2C2=C1CCC2)C=NN3)=O